N[C@@H](C(C)C)C(=O)[O-] cis-valinate